2-(2-Diazo-2-phenylacetoxy)ethyl-methacrylate [N+](=[N-])=C(C(=O)OCCOC(C(=C)C)=O)C1=CC=CC=C1